CC(C(=O)O)(CC(=O)N1CC2=NC(=C(C=C2C1)OC)OCCCOC1=C(C=C2C(=N1)CN(C2)C(CCC(=O)O)=O)OC)C dimethyl-4,4'-((propane-1,3-diylbis(oxy))bis(3-methoxy-5,7-dihydro-6H-pyrrolo[3,4-b]pyridine-2,6-diyl))bis(4-oxobutanoic acid)